7-chloro-6-(1-((3R,4R)-4-hydroxytetrahydrofuran-3-yl)piperidin-4-yl)isoquinolin ClC1=C(C=C2C=CN=CC2=C1)C1CCN(CC1)[C@@H]1COC[C@@H]1O